IC1=C(C=NC=C1)OCCO 2-((4-iodopyridin-3-yl)oxy)ethan-1-ol